ClC1=NC=CC(=N1)C=1N=C2N(N=C(C(=C2)OC)C2CC3(C2)CCC3)C1 (2-chloropyrimidin-4-yl)-7-methoxy-6-(spiro[3.3]heptan-2-yl)imidazo[1,2-b]pyridazine